L-phenylalanine-13C9 N[13C@@H]([13CH2][13C]1=[13CH][13CH]=[13CH][13CH]=[13CH]1)[13C](=O)O